C(C)(=O)N1C2CC3(NC(C=4N3C(C(=CC4C)NC4=NC=NC(=C4)N)=O)=O)CC1CC2 8-acetyl-6'-[(6-aminopyrimidin-4-yl)amino]-8'-methyl-2'H-8-azaspiro[bicyclo[3.2.1]octane-3,3'-imidazo[1,5-a]pyridine]-1',5'-dione